4-(((8-Methoxy-6-(5-methylpyrimidin-2-yl)quinazolin-4-yl)amino)methyl)-1-methylpyridin COC=1C=C(C=C2C(=NC=NC12)NCC1=CCN(C=C1)C)C1=NC=C(C=N1)C